COC(=O)C=1SC(=C(C1)C=1C=NN(C1)C)C 5-methyl-4-(1-methyl-1H-pyrazol-4-yl)-2-thiophenecarboxylic acid methyl ester